C(C)OC1=C(C=C2CCN(C(C2=C1)CCC1=CNC2=CC=C(C=C12)OC)C(=O)C1CCOCC1)OC (7-ethoxy-6-methoxy-1-(2-(5-methoxy-1H-indol-3-yl)ethyl)-3,4-dihydroisoquinolin-2(1H)-yl)(tetrahydro-2H-pyran-4-yl)methanone